FC1(CC(C1)N1C(C2=C(C(=C1)C(=O)N[C@@H](C)C1=CC(=CS1)C1=C(C=CC=C1)CN(C(OC(C)(C)C)=O)C)NN=C2)=O)F tert-butyl N-[(2-{5-[(1S)-1-{[5-(3,3-difluorocyclobutyl)-4-oxo-1H,4H,5H-pyrazolo[4,3-c]pyridin-7-yl]formamido}ethyl]thiophen-3-yl}phenyl)methyl]-N-methylcarbamate